2-(2-chloroethoxy)-tetrahydro-2H-pyrane ClCCOC1OCCCC1